CN(C1=CC=C(N=N1)C=1C=C2C=CC(=CC2=CC1)O)C1CC(NC(C1)(C)C)(C)C 6-(6-(methyl-(2,2,6,6-tetra-methylpiperidin-4-yl)amino)-pyridazin-3-yl)naphthalen-2-ol